azepane-1-carboxylic acid 2-methylpropane-2-yl ester CC(C)(C)OC(=O)N1CCCCCC1